N[C@H](C(=O)OC)CC(C)(SC1=CC=CC=C1)C methyl (S)-2-amino-4-methyl-4-(phenylthio)pentanoate